C1(CC1)S(=O)(=O)NC1=NC=CC(=N1)C(C(=O)NC1=CC=C(C=C1)C1=CC(=CC=C1)OCC)(C)C 2-(2-(cyclopropanesulfonamido)pyrimidin-4-yl)-N-(3'-ethoxy-[1,1-biphenyl]-4-yl)-2-methylpropanamide